BrC(CCN1C(C2=CC=CC=C2C1=O)=O)C(C)=O 2-(3-bromo-4-oxo-amyl)-1H-isoindole-1,3(2H)-dione